3,4-dihydro-4-oxo-3,4-dihydro-4-oxo-N-[(1S)-1-phenylethyl]-2-quinazolinepropanamide C[C@@H](C1=CC=CC=C1)NC(=O)CCC2=NC3=CC=CC=C3C(=O)N2